(E)-3-(p-Tolyl)-N-(2-pyridyl)-N-tetrahydrothiophen-3-yl-prop-2-enamid C1(=CC=C(C=C1)/C=C/C(=O)N(C1CSCC1)C1=NC=CC=C1)C